FC(C1=CC=C(C=C1)C1=NN(C2=NC=CC=C21)C2CN(CC2)C(C=C)=O)(F)F 1-(3-(3-(4-(trifluoromethyl)phenyl)-1H-pyrazolo[3,4-b]pyridin-1-yl)pyrrolidin-1-yl)prop-2-en-1-one